1-[(8aS)-6-chloro-5-(2-hydroxy-6-methoxyphenyl)-8a,9,11,12-tetrahydropyrazino[2',1':3,4]-[1,4]oxazepino[5,6,7-de]quinazolin-10(8H)-yl]prop-2-en-1-one ClC1=C2C3=C(N=CN=C3C=C1C1=C(C=CC=C1OC)O)N1[C@H](CO2)CN(CC1)C(C=C)=O